C(C)(C)NC(O[C@@H]1CO[C@@H](C1)C=1C=NC(=NC1)NC1=CC(=C(C=C1)C(N)=O)F)=O (3S,5S)-5-(2-((4-carbamoyl-3-fluorophenyl)amino)pyrimidin-5-yl)tetrahydrofuran-3-yl isopropylcarbamate